C1(CC1)C1=C(C=CC(=C1)C1=NNC(O[C@H]1C)=O)C1=CC=C(C=C1)C(F)F (S)-5-(2-cyclopropyl-4'-(difluoromethyl)-[1,1'-biphenyl]-4-yl)-6-methyl-3,6-dihydro-2H-1,3,4-oxadiazin-2-one